tert-butyl 4-(4-(2-((2-chloro-4-(trifluoromethyl)phenyl)amino)-2-oxoethyl)-5-ethyl-2-(2-methoxypyridin-4-yl)-7-oxo-4,7-dihydrooxazolo[5,4-b]pyridin-6-yl)piperazine-1-carboxylate ClC1=C(C=CC(=C1)C(F)(F)F)NC(CN1C2=C(C(C(=C1CC)N1CCN(CC1)C(=O)OC(C)(C)C)=O)N=C(O2)C2=CC(=NC=C2)OC)=O